6-{[2-(2,6-dioxopiperidin-3-yl)-1-oxo-2,3-dihydro-1H-isoindol-4-yl]amino}hexanoic acid O=C1NC(CCC1N1C(C2=CC=CC(=C2C1)NCCCCCC(=O)O)=O)=O